2-(3-((4-amino-6-chloro-1H-pyrazolo[3,4-d]pyrimidin-1-yl)methyl)-5-(hydroxymethyl)phenyl)ethan-1-ol NC1=C2C(=NC(=N1)Cl)N(N=C2)CC=2C=C(C=C(C2)CO)CCO